S1C=NC=2C1=CC=CC2S(=O)(=O)NC2=C(C=CC=C2)C#CC=2C=CC=NC2 5-{2-[2-(1,3-Benzothiazole-4-sulfonamido)phenyl]ethynyl}pyridin